NCCCOCCCCOCCCN 1,12-diamino-4,9-dioxadodecane